bis((2-phenyl-4-(2,2,2-trifluoroacetyl)oxazol-5-yl)oxy)copper C1(=CC=CC=C1)C=1OC(=C(N1)C(C(F)(F)F)=O)O[Cu]OC1=C(N=C(O1)C1=CC=CC=C1)C(C(F)(F)F)=O